tetraphenyl-diiodobenzene C1(=CC=CC=C1)C1=C(C(=C(C(=C1I)I)C1=CC=CC=C1)C1=CC=CC=C1)C1=CC=CC=C1